CN(C(O)=O)C1CCN(CC1)C1=CC=C(C=C1)B1OC(C(O1)(C)C)(C)C.CN(C)CC=1N(C=CN1)NC1=CC=CC=C1 {2-[(dimethylamino)methyl]Imidazol-1-yl}aniline methyl(1-(4-(4,4,5,5-tetramethyl-1,3,2-dioxaborolan-2-yl)phenyl)piperidin-4-yl)carbamate